C(C1=CC=CC=C1)N(C[C@@H](NC(OC(C)(C)C)=O)CC)[C@H](CN([C@H](C(=O)OC(C)(C)C)CC)CC1=CC=CC=C1)CC Tert-butyl (6S,9S,12S)-8,11-dibenzyl-6,9,12-triethyl-2,2-dimethyl-4-oxo-3-oxa-5,8,11-triazatridecan-13-oate